(3R,5R)-5-(3-methyl-1H-pyrazol-4-yl)-1-[2-(6-trifluoromethyl-imidazo[1,2-a]pyridin-3-yl)-pyrimidin-4-yl]-piperidin-3-ol CC1=NNC=C1[C@H]1C[C@H](CN(C1)C1=NC(=NC=C1)C1=CN=C2N1C=C(C=C2)C(F)(F)F)O